((5-bromo-2-((4-(difluoromethoxy)phenyl)amino)pyrimidin-4-yl)amino)-N-methylbenzamide BrC=1C(=NC(=NC1)NC1=CC=C(C=C1)OC(F)F)NC1=C(C(=O)NC)C=CC=C1